4-(2-(cyclopropanesulfonamido)pyrimidin-4-yl)-N-(5-(6-ethoxypyrazin-2-yl)pyridin-2-yl)tetrahydro-2H-thiopyran-4-carboxamide 1,1-dioxide C1(CC1)S(=O)(=O)NC1=NC=CC(=N1)C1(CCS(CC1)(=O)=O)C(=O)NC1=NC=C(C=C1)C1=NC(=CN=C1)OCC